C1(CC1)C1=CC=2C=NC(=C(C2N1)C1=NC2=C(N1)C=CC(=C2OCC(C)C)C2CCN(CC2)C)OC 2-cyclopropyl-7-(4-isobutoxy-5-(1-methylpiperidin-4-yl)-1H-benzo[d]imidazol-2-yl)-6-Methoxy-1H-pyrrolo[3,2-c]pyridine